2-chloro-N-((1R,2R,4S)-7-cyano-7-azabicyclo[2.2.1]heptan-2-yl)-4-(6-cyano-2-pyridinyl)benzamide ClC1=C(C(=O)N[C@H]2[C@H]3CC[C@@H](C2)N3C#N)C=CC(=C1)C1=NC(=CC=C1)C#N